(R)-1-(2,5-difluoropyridin-3-yl)ethyl (1-methyl-4-(5-(6-(trifluoromethyl)nicotinamido) pyrimidin-2-yl)-1H-pyrazol-5-yl)carbamate CN1N=CC(=C1NC(O[C@H](C)C=1C(=NC=C(C1)F)F)=O)C1=NC=C(C=N1)NC(C1=CN=C(C=C1)C(F)(F)F)=O